OP(O)OP(O)O.C(C)(C)(CC)C1=C(C(=CC(=C1)C)C(C)(C)CC)C(O)(C(CO)(CO)CO)C1=CC=CC=C1 2,6-di-t-amyl-4-methylphenyl-phenyl-pentaerythritol diphosphite